(S)-11-(2-(dimethylamino)ethyl)-4-ethyl-8-fluoro-4-hydroxy-1,12-dihydro-14H-pyrano[3',4':6,7]indolizino[2,1-b]quinoline-3,6,14(4H,11H)-trione CN(CCN1C2=C(C(C3=CC(=CC=C13)F)=O)C1=CC3=C(C(N1C2)=O)COC([C@]3(O)CC)=O)C